5-(Dimethoxymethyl)picolinic acid COC(C=1C=CC(=NC1)C(=O)O)OC